ClC=1C=C(C=CC1Cl)S(=O)(=O)NCC=1N=NN(C1)CC1=CC=C(C=C1)NC(=O)C(C(=O)OCC)CC(C)C Ethyl 2-[[4-[[4-[[(3,4-dichlorophenyl)sulfonylamino]methyl]triazol-1-yl]methyl]phenyl]carbamoyl]-4-methyl-pentanoate